COC(=O)C=1C(=C(C=CC1)N1CCN(CC1)C(=O)OC(C)(C)C)NC tert-butyl 4-[3-methoxycarbonyl-2-(methylamino)phenyl]piperazine-1-carboxylate